tert-butyl cis-3-(5-methoxy-1-triisopropylsilyl-pyrrolo[2,3-b]pyridine-4-carbonyl)-4-methyl-piperidine-1-carboxylate COC1=C(C2=C(N=C1)N(C=C2)[Si](C(C)C)(C(C)C)C(C)C)C(=O)[C@@H]2CN(CC[C@@H]2C)C(=O)OC(C)(C)C